C(C(=O)OCC(F)(F)F)(=O)OC methyl 2,2,2-trifluoroethyl oxalate